ClC=1C=CC(=C(C1)NC(=S)NC1CN(C(C1)=O)C=1C=CC=C2C=CC=NC12)C 1-(5-chloro-2-methylphenyl)-3-(5-oxo-1-quinolin-8-ylpyrrolidin-3-yl)thiourea